N-(5-nitro-2-(4-(4-(4-(trifluoromethyl)phenyl)thiazol-2-yl)piperazine-1-carbonyl)phenyl)pyridine-3-sulfonamide [N+](=O)([O-])C=1C=CC(=C(C1)NS(=O)(=O)C=1C=NC=CC1)C(=O)N1CCN(CC1)C=1SC=C(N1)C1=CC=C(C=C1)C(F)(F)F